C(C)OC=1N=C2C(=CC=NC2=CC1OC)OC1=C(C=C(C=C1)NC(=O)C=1C(=NC(=C(C1O)C1=C(C=C(C=C1)F)C)C)C)F N-[4-[(6-ethoxy-7-methoxy-1,5-naphthyridin-4-yl)oxy]-3-fluorophenyl]-5-(4-fluoro-2-methylphenyl)-4-hydroxy-2,6-dimethylpyridine-3-carboxamide